IOI iodooxide